C1[C@@H]([C@H](OC1OP(=O)(O)O)CO)O 2-Deoxy-D-ribose 1-phosphate